(R)-3-(4-(2-(3,5-dichloro-4-(3-chloropropoxy)phenyl)propan-2-yl)phenoxy)propane-1,2-diol ClC=1C=C(C=C(C1OCCCCl)Cl)C(C)(C)C1=CC=C(OC[C@@H](CO)O)C=C1